C(#N)C1=CC(=C(COC2=CC=CC(=N2)N2CCC3(C(C3C3=NC4=C(N3C[C@H]3OCC3)C=C(C=C4)C(=O)OC)(F)F)CC2)C=C1)F methyl 2-(6-(6-((4-cyano-2-fluorobenzyl) oxy) pyridin-2-yl)-2,2-difluoro-6-azaspiro[2.5]oct-1-yl)-1-(((S)-oxetan-2-yl) methyl)-1H-benzo[d]imidazole-6-carboxylate